OCCS(=O)(=O)NC1=CC(=C(C(=O)NC2=NC(=C(C=C2)C)N2CCOCC2)C=C1)N1CCC2(CC2)CC1 4-((2-Hydroxyethyl)sulfonamido)-N-(5-methyl-6-morpholinopyridin-2-yl)-2-(6-azaspiro[2.5]octan-6-yl)benzamide